5-bromo-2,2-dimethyl-1,2,3,4-tetrahydronaphthalene BrC1=C2CCC(CC2=CC=C1)(C)C